(R)-8-bromo-N-(5-chloro-6-(2H-1,2,3-triazol-2-yl)pyridin-3-yl)-2-isopropyl-1-methyl-2,3-dihydropyrido[3,4-b]pyrazine-4(1H)-carboxamide BrC1=CN=CC=2N(C[C@H](N(C21)C)C(C)C)C(=O)NC=2C=NC(=C(C2)Cl)N2N=CC=N2